3-(4-hydroxy-2-pyrrolo[1,2-c]pyrimidin-3-yl-quinazolin-6-yl)oxyazetidine-1-carboxylic acid tert-butyl ester C(C)(C)(C)OC(=O)N1CC(C1)OC=1C=C2C(=NC(=NC2=CC1)C1=CC=2N(C=N1)C=CC2)O